N-(3-(dimethylamino)propyl)2-methylpropionamide CN(CCCNC(C(C)C)=O)C